[6-(5-cyclopropyl-4H-1,2,4-triazol-3-yl)-2-azaspiro[3.3]heptan-2-yl]-[3-[4-[5-(trifluoromethyl)pyrazin-2-yl]oxyphenyl]azetidin-1-yl]methanone C1(CC1)C=1NC(=NN1)C1CC2(CN(C2)C(=O)N2CC(C2)C2=CC=C(C=C2)OC2=NC=C(N=C2)C(F)(F)F)C1